C(C)(C)N1CC2(CN(C2)CC2=CC=C(C=C2)C=2C=C(C3=C(N(C(=N3)C3=CC=C(C=C3)S(=O)(=O)C)C)C2)C)C1 6-(4-((6-Isopropyl-2,6-diazaspiro[3.3]heptan-2-yl)methyl)phenyl)-1,4-dimethyl-2-(4-(methylsulfonyl)phenyl)-1H-benzo[d]imidazol